7-amino-8-(3-methoxy-2,6-dimethylphenyl)-3,4-dimethyl-3,8-dihydroimidazo[4,5-d]pyrrolo[3,2-b]pyridine-6-carbonitrile NC1=C(C2=NC(=C3C(=C2N1C1=C(C(=CC=C1C)OC)C)N=CN3C)C)C#N